ammonium trisvinyl-phenol C(=C)C1=C(C(=C(C=C1)O)C=C)C=C.[NH4+]